ethyl 2-(3-fluoro-2-methoxy-5-(tetrahydro-2H-pyran-2-yl)phenyl)acetate FC=1C(=C(C=C(C1)C1OCCCC1)CC(=O)OCC)OC